COC1=C(C(=O)C2=C(C(=O)O)C=C(C=C2)C)C=CC(=C1)C 2-(2-methoxy-4-methylbenzoyl)-5-methylbenzoic acid